N.[Pt+4] platinum (IV) ammonia